cis-2-dodecene C\C=C/CCCCCCCCC